N[S@](=NC(CC=1C(=C2COCC2=CC1C(C)C)C(C)C)=O)(=O)C=1SC(=CC1F)CN(C)C (R)-N-(amino(5-((dimethylamino)methyl)-3-fluorothiophen-2-yl)(oxo)-λ6-sulfaneylidene)-2-(4,6-diisopropyl-1,3-dihydroisobenzofuran-5-yl)acetamide